ClC=1N=C2C(=C(C(N(C2=CC1)C)=O)C#N)N(C)[C@@H]1CC[C@H](CC1)N(C1=C(C=C(C=C1)F)O)CC1COC1 trans-6-Chloro-4-[[4-[4-fluoro-2-hydroxy-N-(oxetan-3-ylmethyl)anilino]cyclohexyl]-methyl-amino]-1-methyl-2-oxo-1,5-naphthyridine-3-carbonitrile